ClC1=C(C=C(C(=O)N2CCC(CC2)CC=O)C=C1)N1C(NC(CC1)=O)=O 2-(1-(4-chloro-3-(2,4-dioxotetrahydropyrimidin-1(2H)-yl)benzoyl)piperidin-4-yl)acetaldehyde